NC=1C=C2CN(CC2=CC1)C(=O)C1=C(C(=C(C=C1O)O)C)OCC1CCCCC1 (5-aminoisoindolin-2-yl)(2-(cyclohexylmethoxy)-4,6-dihydroxy-3-methylphenyl)methanone